ClC1=C2C=CNC2=CC(=C1)N1C(NC(CC1)=O)=O 1-(4-Chloro-1H-indol-6-yl)dihydropyrimidine-2,4(1H,3H)-dione